tert-butyl ((5S,8S,10aR)-8-(((R)-chroman-4-yl)carbamoyl)-3-(isopropylsulfonyl)-6-oxodecahydropyrrolo[1,2-a][1,5]diazocin-5-yl)carbamate O1CC[C@H](C2=CC=CC=C12)NC(=O)[C@@H]1CC[C@H]2N1C([C@H](CN(CC2)S(=O)(=O)C(C)C)NC(OC(C)(C)C)=O)=O